[(2S,3R)-3-isopropoxy-7-[5-methyl-6-[1-(trifluoromethyl)cyclobutyl]pyrrolo[2,3-b]pyrazin-3-yl]azepan-2-yl]methanol C(C)(C)O[C@H]1[C@@H](NC(CCC1)C1=CN=C2C(=N1)N(C(=C2)C2(CCC2)C(F)(F)F)C)CO